OC(COC1=C(OC2=CC(=NC=C2)CNCC(C)O)C=CC=C1)CNCC1=NC=CC=C1 4-[2-hydroxy-3-(2-pyridylmethylamino)propoxylphenoxy]-3-(2-pyridylmethylamino)propan-2-ol